(3E)-1-iodo-18,18-diethoxy-3-octadecene ICC\C=C\CCCCCCCCCCCCCC(OCC)OCC